2-(2,6-dioxopiperidin-3-yl)-5-fluoro-6-(2,6-diazaspiro[3.3]heptan-2-yl)isoindoline-1,3-dione O=C1NC(CCC1N1C(C2=CC(=C(C=C2C1=O)F)N1CC2(C1)CNC2)=O)=O